N-cyclopropyl-2-[3-[(trans)-2-[5-(diethylaminomethyl)-2-pyridyl]vinyl]-1-tetrahydropyran-2-yl-indazol-6-yl]sulfanyl-5-fluoro-benzamide C1(CC1)NC(C1=C(C=CC(=C1)F)SC1=CC=C2C(=NN(C2=C1)C1OCCCC1)\C=C\C1=NC=C(C=C1)CN(CC)CC)=O